4-(4-Benzylpiperazin-1-yl)-6-chloro-N-(4-methoxyphenylmethyl)pyridin-2-amine C(C1=CC=CC=C1)N1CCN(CC1)C1=CC(=NC(=C1)Cl)NCC1=CC=C(C=C1)OC